FC1(COC2=C1C=CC=C2[C@@H](C)NC2=NN(C(C=1C2=CN(C(C1)=O)C1(CC1)C(F)F)=O)C)F (R)-4-((1-(3,3-difluoro-2,3-dihydrobenzofuran-7-yl)ethyl)amino)-6-(1-(difluoromethyl)cyclopropyl)-2-methyl-2,6-dihydropyrido[3,4-d]pyridazine-1,7-dione